CN1N=CC(=C1)C=1OC2=C(C1)C(CCC2)N 2-(1-methyl-1H-pyrazol-4-yl)-4,5,6,7-tetrahydrobenzofuran-4-amine